4,5-difluorobenzotriazole FC1=C(C=CC=2NN=NC21)F